(S)-3-(2-amino-5-methoxyphenoxy)-2-(tert-butoxycarbonylamino)propionic acid NC1=C(OC[C@@H](C(=O)O)NC(=O)OC(C)(C)C)C=C(C=C1)OC